2,3,4,5-tetrafluorophenoxide FC1=C([O-])C=C(C(=C1F)F)F